2,3,5-trichlorotoluene ClC1=C(C)C=C(C=C1Cl)Cl